NC1=CC2=C(N=C(S2)NC(OC(C)(C)C)=O)C=C1 tert-butyl (6-aminobenzo[d]thiazol-2-yl)carbamate